propylthiophosphoric triamide C(CC)NP(N)(N)=S